4-{(5aR,6S,7S,8R,8aS)-7-[(dimethylamino)methyl]-8,8a-dihydroxy-1,3-dimethoxy-6-phenyl-6,7,8,8a-tetrahydro-5aH-cyclopenta[4,5]furo[3,2-c]pyridin-5a-yl}benzonitrile CN(C)C[C@@H]1[C@H]([C@]2([C@](C=3C(=NC(=CC3O2)OC)OC)([C@@H]1O)O)C1=CC=C(C#N)C=C1)C1=CC=CC=C1